8-hydroxy-2-((16-((1-hydroxy-4-sulfoisoquinolin-3-yl)methyl)-1,4,10,13-tetraoxa-7,16-diazacyclooctadecan-7-yl)methyl)quinoline-5-sulfonic acid OC1=CC=C(C=2C=CC(=NC12)CN1CCOCCOCCN(CCOCCOCC1)CC=1N=C(C2=CC=CC=C2C1S(=O)(=O)O)O)S(=O)(=O)O